5-methyl-N-pyridazin-4-ylpyrazole-4-carboxamide CC1=C(C=NN1)C(=O)NC1=CN=NC=C1